ClC1=C2C(=C(N=N1)NCC(COC)O)N=CC=C2 1-((5-chloropyrido[2,3-d]pyridazin-8-yl)amino)-3-methoxypropan-2-ol